4-(((6-(cyclopropyl(4-(trifluoromethyl)benzyl)amino)-5-fluoropyrimidin-4-yl)amino)methyl)piperidin-4-ol C1(CC1)N(C1=C(C(=NC=N1)NCC1(CCNCC1)O)F)CC1=CC=C(C=C1)C(F)(F)F